1-(2-chloro-6-fluoro-benzyl)-3,4-dimethyl-2-oxo-1,2,3,4-tetrahydro-quinazoline-7-carboxylic acid methyl ester COC(=O)C1=CC=C2C(N(C(N(C2=C1)CC1=C(C=CC=C1F)Cl)=O)C)C